C(C1=CC=CC=C1)OC1=CC=C(C=C1)C1=NC(=CC2=C1NC1=CC(=CC=C21)F)C(=O)OC methyl 1-(4-benzyloxyphenyl)-7-fluoro-9H-pyrido[3,4-b]indole-3-carboxylate